C(C)N[C@@H](CCCCN(C(N)=N)CC)C(=O)O (N,N'-diethyl)homoarginine